((1R,3R)-3-(1-isopropyl-3-(4-(trifluoromethyl)pyridin-2-yl)-1H-1,2,4-triazol-5-yl)cyclopentyl)morpholine C(C)(C)N1N=C(N=C1[C@H]1C[C@@H](CC1)N1CCOCC1)C1=NC=CC(=C1)C(F)(F)F